NC=1C2=C(N=CN1)N(C=C2C=2C(=C(C=CC2)NS(=O)(=O)C=2SC(=CC2)Br)F)C 5-Bromo-thiophene-2-sulfonic acid [3-(4-amino-7-methyl-7H-pyrrolo[2,3-d]pyrimidin-5-yl)-2-fluorophenyl]-amide